C1(CC1)C1=CC(=NN1)NC(C(C)C=1C=C(C=CC1)C1=CC(=C(C=C1)NC(\C=C\CN(C)C)=O)F)=O (E)-N-(3'-(1-((5-cyclopropyl-1H-pyrazol-3-yl)amino)-1-oxopropan-2-yl)-3-fluoro-[1,1'-biphenyl]-4-yl)-4-(dimethylamino)but-2-enamide